CN1C(N(C=2C1=C1CCCN(C1=CC2)C2CCNCC2)C2C(NC(CC2)=O)=O)=O 3-[1-methyl-2-oxo-6-(4-piperidyl)-8,9-dihydro-7H-imidazo[4,5-f]quinolin-3-yl]piperidine-2,6-dione